4,4'-Bis[N-(1-naphthyl)-N-phenylamino]biphenyl ((2,2-bis(hydroxymethyl)propane-1,3-diyl)bis(oxy))bis(7-oxoheptane-7,1-diyl) bis(2-butyloctanoate) C(CCC)C(C(=O)OCCCCCCC(=O)OCC(COC(CCCCCCOC(C(CCCCCC)CCCC)=O)=O)(CO)CO)CCCCCC.C1(=CC=CC2=CC=CC=C12)N(C1=CC=CC=C1)C1=CC=C(C=C1)C1=CC=C(C=C1)N(C1=CC=CC2=CC=CC=C12)C1=CC=CC=C1